N,N-dimethyl-behenyl-amine CN(C)CCCCCCCCCCCCCCCCCCCCCC